Cl.ClC1=C(C(=O)NC2=C3C=NN(C3=CC=C2)C=2C=NC(=CC2)COC)C=C(C=C1)CNC(C(C)(C)C)=O 2-Chloro-5-{[(2,2-dimethylpropanoyl)amino]methyl}-N-{1-[6-(methoxymethyl)pyridin-3-yl]-1H-indazole-4-yl}benzamide hydrochloride